ethyl 4-bromo-1,5-dimethyl-pyrazole-3-carboxylate BrC=1C(=NN(C1C)C)C(=O)OCC